4-bromo-2-fluoro-benzoic acid [(E)-[amino-(6-fluoro-2-pyridinyl) methylene] amino] ester N\C(\C1=NC(=CC=C1)F)=N\OC(C1=C(C=C(C=C1)Br)F)=O